6-(2-isopropoxyethoxy)-3-pyridinecarboxaldehyde C(C)(C)OCCOC1=CC=C(C=N1)C=O